O1C(=CC=C1)C=C(C(=O)OCC)CC(OC)OC ethyl 2-(furan-2-ylmethylene)-4,4-dimethoxybutyrate